N-[5-butyl-4-(5-methoxy-1-methyl-6-oxopyridin-3-yl)pyrimidin-2-yl]ethanesulfonamide C(CCC)C=1C(=NC(=NC1)NS(=O)(=O)CC)C1=CN(C(C(=C1)OC)=O)C